C(C)(C)N1C(=NC(=C1)C(F)(F)F)C1=CC=C(C#N)C=C1 4-[1-isopropyl-4-(trifluoromethyl)imidazol-2-yl]benzonitrile